2,4-difluorobenzohydrazide FC1=C(C(=O)NN)C=CC(=C1)F